Cl.FC(C(CN)(C)C)(F)F 3,3,3-trifluoro-2,2-dimethylpropan-1-amine hydrochloride